C(C)(C)C1=CC(=NC=N1)OCC12CCOC(C1)C2 5-(((6-isopropylpyrimidin-4-yl)oxy)methyl)-2-oxabicyclo[3.1.1]heptan